1-(1-phenylcyclopropyl)azetidin C1(=CC=CC=C1)C1(CC1)N1CCC1